CC=1C(=NC=C(C1)C)N1CCN(CC1)C(=O)C1=CC=C(C=C1)C1(C(NC(N1)=O)=O)CC(C)C 5-{4-[4-(3,5-dimethylpyridin-2-yl)piperazine-1-carbonyl]phenyl}-5-isobutylimidazolidine-2,4-dione